(S)-7-chloro-1-isopropyl-3-phenyl-1,2,3,4-tetrahydroquinoxaline ClC1=CC=C2N[C@H](CN(C2=C1)C(C)C)C1=CC=CC=C1